C(=O)(O)C(CCCCC)S carboxyl-hexanethiol